6-fluoro-2-hydroxyethyl-1-methylquinolin-4(1H)one FC=1C=C2C(C=C(N(C2=CC1)C)CCO)=O